2-(2-pyridyl)quinolin-6-ol N1=C(C=CC=C1)C1=NC2=CC=C(C=C2C=C1)O